6-(5,6-dihydro-8H-[1,2,4]triazolo[3,4-c][1,4]oxazin-3-yl)pyridine N=1N=C(N2C1COCC2)C2=CC=CC=N2